C1(CCCCC1)C1=CC=C2C=C(C(NC2=C1)=O)C(=O)OC1=C(C(=C(C(=C1F)F)F)F)F perfluorophenyl 7-cyclohexyl-2-oxo-1,2-dihydroquinoline-3-carboxylate